(S)-4-(4-(2,4-difluorophenyl)-6,7-dimethylpteridin-2-yl)-2-((S)-tetrahydrofuran-3-yl)morpholine FC1=C(C=CC(=C1)F)C1=NC(=NC2=NC(=C(N=C12)C)C)N1C[C@@H](OCC1)[C@@H]1COCC1